ClC1=C(C=C2C(=CNC2=C1)CNC(C=C)=O)OCC1=CC=CC2=CC=CC=C12 N-((6-chloro-5-(naphthalen-1-ylmethoxy)-1H-indol-3-yl)methyl)acrylamide